C1=CC=CC=2C3=CC=CC=C3N(C12)C=1C=C(C=C(C1)N1C2=CC=CC=C2C=2C=CC=CC12)N1C2=C(C(C=3C=CN=CC13)(C1=CC=CC=C1)C1=CC=CC=C1)C=CC=C2 10-(3,5-bis(9H-carbazol-9-yl)phenyl)-5,10-dihydro-5,5-diphenylbenzo[b][1,7]naphthyridine